(S)-quinuclidin-3-yl (5-(4-isopropoxy-3,5-dimethylphenyl)-6-methoxy-2,2-dimethyl-2,3-dihydro-1H-inden-1-yl)carbamate C(C)(C)OC1=C(C=C(C=C1C)C=1C=C2CC(C(C2=CC1OC)NC(O[C@@H]1CN2CCC1CC2)=O)(C)C)C